FC=1C=C(C=CC1OC)C=1C=C2CC([C@H](C2=CC1)NC(O[C@@H]1CN2CCC1CC2)=O)(C)C (S)-quinuclidin-3-yl ((R)-5-(3-fluoro-4-methoxyphenyl)-2,2-dimethyl-2,3-dihydro-1H-inden-1-yl)carbamate